N1(N=NC=C1)C1CCC(CC1)NC1=CC(=NC=C1C(=O)NC[C@H](C(C)(C)O)F)C1=CC=C2N1N=CC(=C2)C#N 4-(((1r,4R)-4-(1H-1,2,3-triazol-1-yl)cyclohexyl)amino)-6-(3-cyanopyrrolo[1,2-b]pyridazin-7-yl)-N-((R)-2-fluoro-3-hydroxy-3-methylbutyl)nicotinamide